(S)-1-(3,5-dimethylpyridin-2-yl)-2-methylpiperazine dihydrochloride Cl.Cl.CC=1C(=NC=C(C1)C)N1[C@H](CNCC1)C